[Si](C)(C)(C(C)(C)C)OCCCC[C@@H](C)OC1=NC(=CC=C1S(=O)NC(OCCCC)=O)C Butyl ((2-(((R)-6-((tert-butyldimethylsilyl)oxy)hexan-2-yl)oxy)-6-methylpyridin-3-yl)sulfinyl)carbamate